9,11-octadecadienoic acid C(CCCCCCCC=CC=CCCCCCC)(=O)O